(6R,8S)-N-(6-(difluoromethoxy)-5-methylpyridin-3-yl)-2-fluoro-8-methyl-8-(1-methyl-1H-pyrazol-4-yl)-7,8-dihydro-6H-cyclopenta[e]pyrazolo[1,5-a]pyrimidine-6-carboxamide FC(OC1=C(C=C(C=N1)NC(=O)[C@@H]1C[C@](C2=C1C=NC=1N2N=C(C1)F)(C=1C=NN(C1)C)C)C)F